1-(6-(4,4-difluorocyclohexyl)-5-methylpyridin-3-yl)-3-(5-methoxy-1H-pyrrolo[2,3-b]pyridin-3-yl)urea FC1(CCC(CC1)C1=C(C=C(C=N1)NC(=O)NC1=CNC2=NC=C(C=C21)OC)C)F